C12C(C3CC(CC(C1)C3)C2)O tricyclo[3.3.1.13,7]decan-2-ol